3,4-dihydro-2H-1,2,4-benzothiadiazine 1,1-dioxide S1(NCNC2=C1C=CC=C2)(=O)=O